tert-butyl (1-(3-(4-(benzyloxy)butoxy)propyl)piperidin-4-yl)carbamate C(C1=CC=CC=C1)OCCCCOCCCN1CCC(CC1)NC(OC(C)(C)C)=O